ClCC(CCl)N1CCC(CC1)C#N 1-(1,3-dichloropropane-2-yl)piperidine-4-carbonitrile